ClC1=C2C=CNC2=CC(=C1)NC1=CC(=CC(=N1)C#N)NC1=CC(=C(C=C1)C(F)(F)F)F 6-[(4-chloro-1H-indol-6-yl)amino]-4-{[3-fluoro-4-(trifluoromethyl)phenyl]amino}pyridine-2-carbonitrile